ClCC1=CC=C(C=C1)C alpha-chlorop-xylene